C(CCCC)OC1=NC(=NC(=C1)C1=CC=CC=C1)NS(=O)(=O)C1=CC=CC=C1 N-(4-pentoxy-6-phenyl-pyrimidin-2-yl)benzenesulfonamide